C(C)(C)(C)[Si](OCCN1N=C(C=C1CO)OCC)(C)C [2-[2-[tert-butyl-(dimethyl)silyl]oxyethyl]-5-ethoxy-pyrazol-3-yl]methanol